C1(CCCCCCCCCCCCCC1)C(=O)O.BrCCCCCCCCCC(=O)O 10-bromodecanoic acid cyclopentadecanoate